6-fluoro-N-((3R,4S)-3-fluoro-1-(oxetan-3-yl)piperidin-4-yl)-5-(1-(2-fluoroethyl)-1H-benzo[d][1,2,3]triazol-6-yl)-4-methoxypyrrolo[2,1-f][1,2,4]triazin-7-d-2-amine FC=1C(=C2C(=NC(=NN2C1[2H])N[C@@H]1[C@@H](CN(CC1)C1COC1)F)OC)C=1C=CC2=C(N(N=N2)CCF)C1